ethyleneglycol mono-2-chloroethyl ether ClCCOCCO